C(C)(C)(C)OC(=O)N[C@@H]1CC(N(C1)C1=CC=C(C=C1)S(=O)(=O)N1CCN(CC1)C1=NC(=CC(=C1)C([C@@H]1CC[C@H](CC1)C(=O)O)(F)F)Cl)=O Trans-4-[[2-[4-[4-[(4R)-4-(tert-butoxycarbonylamino)-2-oxo-pyrrolidin-1-yl]phenyl]sulfonylpiperazin-1-yl]-6-chloro-4-pyridyl]-difluoro-methyl]cyclohexanecarboxylic acid